C(C)(C)NC(O[C@@H]1C[C@@H](CC1)C1=NC=C(N=C1)NC1=CC=C(C=C1)S(NC(=O)OC(C)(C)C)(=O)=O)=O |o1:6,8| rel-(1S,3R)-3-(5-((4-(N-(tert-butoxycarbonyl)sulfamoyl)phenyl)amino)pyrazin-2-yl)cyclopentyl isopropylcarbamate